C(C)OCCN(CCC(C(=O)O)NC(=O)C12CC(C1)(C2)C(F)(F)F)CCCCC2=NC=1NCCCC1C=C2 4-[2-ethoxyethyl-[4-(5,6,7,8-tetrahydro-1,8-naphthyridin-2-yl)butyl]amino]-2-[[3-(trifluoromethyl)bicyclo[1.1.1]pentane-1-carbonyl]amino]butanoic acid